FC1=CC=C(C=C1)NC(C(C)C1=NC=2CCCN(C2C=C1)C(=O)[C@@H]1OCCC1)=O N-(4-fluorophenyl)-2-(5-((R)-tetrahydrofuran-2-carbonyl)-5,6,7,8-tetrahydro-1,5-naphthyridin-2-yl)propanamide